C(C)N1N=C2C(=CC=C(C2=C1)N1C[C@@H](N(CC1)C(=O)OC(C)(C)C)C(C)C)C(NC=1C=C(C=2N(C1)C=C(N2)C)F)=O tert-butyl (2S)-4-[2-ethyl-7-({8-fluoro-2-methylimidazo[1,2-a]pyridin-6-yl}carbamoyl)indazol-4-yl]-2-isopropylpiperazine-1-carboxylate